(6aR)-8-acryloyl-4-chloro-1-(2,2-dimethyl-4-(4-methylpiperazin-1-yl)pyrrolidin-1-yl)-3-(2-fluorophenyl)-6,6a,7,8,9,10-hexahydro-12H-pyrazino[2,1-c]pyrido[3,4-f][1,4]oxazepin-12-one C(C=C)(=O)N1C[C@@H]2COC3=C(C(N2CC1)=O)C(=NC(=C3Cl)C3=C(C=CC=C3)F)N3C(CC(C3)N3CCN(CC3)C)(C)C